2-(3-methylisoxazol-5-yl)-N-(5-((1S,3R)-3-((6-methylpyridin-3-yl)oxy)cyclopentyl)-1H-pyrazol-3-yl)acetamide CC1=NOC(=C1)CC(=O)NC1=NNC(=C1)[C@@H]1C[C@@H](CC1)OC=1C=NC(=CC1)C